C(=C(C)CCC[C@@H](C)[C@H]1CC[C@H]2[C@@H]3CCC4CCCC[C@]4(C)[C@H]3CC[C@]12C)OC1=C(C=C(C=C1)N)N cholestenyloxy-2,4-diaminobenzene